ClC1=NC(=NC=C1C(F)F)NC1CCN(CC1)S(=O)(=O)C 4-chloro-5-(difluoromethyl)-N-(1-methylsulfonylpiperidin-4-yl)pyrimidin-2-amine